ClC=1C=C(C=NC1)N(S(=O)(=O)C)CC=1SC(=CN1)C=1OC(=NN1)C(F)(F)F N-(5-chloropyridin-3-yl)-N-({5-[5-(trifluoromethyl)-1,3,4-oxadiazol-2-yl]-1,3-thiazol-2-yl}methyl)methanesulfonamide